tert-Butyl (E)-3-(3-methoxy-3-oxoprop-1-en-1-yl)azetidine-1-carboxylate COC(/C=C/C1CN(C1)C(=O)OC(C)(C)C)=O